(E)-ethyl 3-(4-(((2-(1H-indazol-4-yl)-4-morpholinothieno[3,2-d]pyrimidin-6-yl) methyl)(methyl)amino)phenyl)acrylate N1N=CC2=C(C=CC=C12)C=1N=C(C2=C(N1)C=C(S2)CN(C2=CC=C(C=C2)/C=C/C(=O)OCC)C)N2CCOCC2